O=C1NC(CCC1N1C(C2=CC=C(C=C2C1=O)N1CCN(CC1)CCC1CCC(CC1)NC1=NC=C(C=C1F)C=1C=CC=2C3=C(N(C2C1)C)C=CN=C3)=O)=O 2-(2,6-dioxopiperidin-3-yl)-5-(4-(2-(4-((3-fluoro-5-(5-methyl-5H-pyrido[4,3-b]indol-7-yl)pyridin-2-yl)amino)cyclohexyl)ethyl)piperazin-1-yl)isoindoline-1,3-dione